3-(3-methyl-2-oxo-5-(4,4,5,5-tetramethyl-1,3,2-dioxaborolan-2-yl)-2,3-dihydro-1H-benzo[d]imidazol-1-yl)-1-((2-(trimethylsilyl)ethoxy)methyl)piperidine-2,6-dione CN1C(N(C2=C1C=C(C=C2)B2OC(C(O2)(C)C)(C)C)C2C(N(C(CC2)=O)COCC[Si](C)(C)C)=O)=O